Methyl 1-(4-acetylbenzyl)-5-hydroxy-2-oxo-2,3-dihydro-1H-benzo[b]azepine-4-carboxylate C(C)(=O)C1=CC=C(CN2C3=C(C(=C(CC2=O)C(=O)OC)O)C=CC=C3)C=C1